2,6-Diethyl-2,4,5,5-tetramethyltetrahydro-2H-pyran-4-ol C(C)C1(OC(C(C(C1)(O)C)(C)C)CC)C